6-((S)-((S)-cyclohex-2-en-1-yl)(hydroxy)methyl)-2-methoxy-6a-methyl-4-oxohexahydro-5H-furo[2,3-c]Pyrrole-5,6-dicarboxylic acid 5-tert-butyl 6-methyl ester COC(=O)C1(N(C(C2C1(OC(C2)OC)C)=O)C(=O)OC(C)(C)C)[C@@H](O)[C@@H]2C=CCCC2